C(=O)C=1N=C(NC1)CNC(OCC1=CC=CC=C1)=O BENZYL (4-FORMYL-1H-IMIDAZOL-2-YL)METHYLCARBAMATE